OCC1=C2C(NC(C2=CC=C1)=O)=O 4-(hydroxymethyl)isoindoline-1,3-dione